N[C@@H](CC(=O)[O-])C(=O)[O-].[Mg+2] magnesium L-aspartate